N-(2-(4-methylpiperazin-1-yl)ethyl)-2-(thiophen-2-yl)quinazolin-4-amine CN1CCN(CC1)CCNC1=NC(=NC2=CC=CC=C12)C=1SC=CC1